[Si](C)(C)(C(C)(C)C)OC1CN(C1)C1=CC(=C(C(=C1)F)[C@@H]1C(NC(CC1)=O)=O)F (R)-3-(4-(3-((tert-butyldimethylsilyl)oxy)azetidin-1-yl)-2,6-difluorophenyl)piperidine-2,6-dione